[8-(1-octylnonoxy)-8-oxo-octyl](2S)-4-hydroxy-1-[6-(9-methyldecoxy)-6-oxo-hexyl]pyrrolidine-2-carboxylate C(CCCCCCC)C(CCCCCCCC)OC(CCCCCCCOC(=O)[C@H]1N(CC(C1)O)CCCCCC(=O)OCCCCCCCCC(C)C)=O